2-isobutyl-4,10-diazatricyclo[5.3.1.03,8]undeca-9-ene C(C(C)C)C1C2N=CC3C(CCNC13)C2